ClC1=CC=C(O1)C1C(=NN(C1(C(=O)NC1(COC1)CN(C)C)C)C1=C(C=C(C=C1)F)F)C1=C(C=C(C=C1)F)F 4-(5-chlorofuran-2-yl)-1,3-bis(2,4-difluorophenyl)-N-(3-((dimethylamino)methyl)oxetan-3-yl)-5-methyl-4,5-dihydro-1H-pyrazole-5-carboxamide